CN(C)CC1CN(CCC1(O)C1=CC(=CC=C1)OC)S(=O)(=O)CC1=CC=C(C=C1)C 3-((dimethylamino)methyl)-4-(3-methoxyphenyl)-1-((4-methylbenzyl)sulfonyl)piperidine-4-ol